ClC(=CC1=CN=C(N1C)C(CS(=O)(=O)CC)=O)C(F)(F)F 1-[5-(2-Chloro-3,3,3-trifluoroprop-1-en-1-yl)-1-methyl-1H-imidazol-2-yl]-2-(Ethylsulfonyl)-ethan-1-one